C1(CC1)C1=C(C(=O)OC)C=C(C=C1)OCCN(C)C Methyl 2-cyclopropyl-5-(2-(dimethylamino) ethoxy)benzoate